CO[Si](CCCNCCNCCC[Si](OC)(OC)OC)(OC)OC N,N'-bis[3-trimethoxysilylpropyl]-ethylenediamine